7-hydroxy-1,3,4,5-tetrahydro-2H-benzo[d]azepin-2-one OC1=CC2=C(CC(NCC2)=O)C=C1